(2R)-3-[(4-{[2-Amino-4-(pentylamino)-5H-pyrrolo[3,2-d]pyrimidin-5-yl]methyl}-3-methoxyphenyl)methoxy]propane-1,2-diol NC=1N=C(C2=C(N1)C=CN2CC2=C(C=C(C=C2)COC[C@@H](CO)O)OC)NCCCCC